S(=O)(=O)(OCC1OC(OC1)CCCCCCCCCC)O (2-decyl-1,3-dioxolan-4-yl)methyl hydrogen sulfate